4-(1-(6,7-difluoro-1-methyl-[1,2,4]triazolo[4,3-a]quinazolin-5-yl)-1,2,3,5-tetrahydrobenzo[e][1,4]oxazepin-6-yl)-2,2-dimethyl-N-(1-(trifluoromethyl)cyclopropyl)but-3-ynamide FC1=C2C(=NC=3N(C2=CC=C1F)C(=NN3)C)N3CCOCC1=C3C=CC=C1C#CC(C(=O)NC1(CC1)C(F)(F)F)(C)C